CN[C@@H]1COC2=C1C=CC(=C2)C=2C=NC=C(C2)C(F)(F)F (S)-N-methyl-6-(5-(trifluoromethyl)pyridin-3-yl)-2,3-dihydrobenzofuran-3-amine